OC1=C(N=C(N(C1=O)C)[C@@H]([C@H](C1=C(C=CC=C1)C(F)(F)F)C1=CC=CC=C1)C)C(=O)NC=1C=NOC1 5-hydroxy-N-(isoxazol-4-yl)-1-methyl-6-oxo-2-((1S,2R)-1-phenyl-1-(2-(trifluoromethyl)phenyl)propan-2-yl)-1,6-dihydropyrimidine-4-carboxamide